C(C1=CC=CC=C1)(C1=CC=CC=C1)(C1=CC=CC=C1)N1C=NC(=C1)C=CCCO 4-(1-trityl-1H-imidazol-4-yl)but-3-en-1-ol